C(C)(C)(C)OC(=O)N1CC2CN(CC2(C1)C)C1=NC(=NC=C1C)Cl 5-(2-chloro-5-methylpyrimidin-4-yl)-3a-methylhexahydropyrrolo[3,4-c]pyrrole-2(1H)-carboxylic acid tert-butyl ester